CC1=NOC(=C1C1=CC=2NC3=CC=C(C=C3C2C=C1)C1CCNCC1)C 3,5-Dimethyl-4-(6-(piperidin-4-yl)-9H-carbazol-2-yl)isoxazole